methyl (3R,4S)-1-benzyl-4-[[3-(5-methyl-1,2,4-oxadiazol-3-yl)benzoyl]amino]-pyrrolidine-3-carboxylate C(C1=CC=CC=C1)N1C[C@H]([C@@H](C1)NC(C1=CC(=CC=C1)C1=NOC(=N1)C)=O)C(=O)OC